ClC=1C=CC(=NC1)C(C)(C)N1C[C@@](CC1)(CCC1=CC=C(C=C1)S(=O)(=O)C)COC (S)-5-chloro-2-(2-(3-(methoxymethyl)-3-(4-(methylsulfonyl)phenethyl)pyrrolidin-1-yl)propan-2-yl)pyridine